Methyltriacetoxysilan C[Si](OC(C)=O)(OC(C)=O)OC(C)=O